tert-butyl-trans-(±)-3-(4-(5-(3-cyano-6-(1-methyl-1H-pyrazol-4-yl)pyrazolo[1,5-a]pyrazin-4-yl)pyridin-2-yl)piperazine-1-carbonyl)-4-phenylpyrrolidine-1-carboxylate C(C)(C)(C)OC(=O)N1C[C@H]([C@@H](C1)C1=CC=CC=C1)C(=O)N1CCN(CC1)C1=NC=C(C=C1)C=1C=2N(C=C(N1)C=1C=NN(C1)C)N=CC2C#N |r|